4-(4-amino-6-(4-(2-cyclopropylacrylamido)phenyl)-7-methyl-7H-pyrrolo[2,3-d]pyrimidin-5-yl)-2-fluorophenyl 3-fluoropyrrolidine-1-carboxylate FC1CN(CC1)C(=O)OC1=C(C=C(C=C1)C1=C(N(C=2N=CN=C(C21)N)C)C2=CC=C(C=C2)NC(C(=C)C2CC2)=O)F